5-(tert-butyl)-N-(2-methyl-4-(6-(1-methylazetidin-3-yl)pyrrolo[2,1-f][1,2,4]triazin-4-yl)benzyl)-1,2,4-oxadiazole-3-carboxamide C(C)(C)(C)C1=NC(=NO1)C(=O)NCC1=C(C=C(C=C1)C1=NC=NN2C1=CC(=C2)C2CN(C2)C)C